octadecenone CC(C=CCCCCCCCCCCCCCC)=O